(S)-2-(2,5-difluoro-4-(5-fluoro-4-((2-fluoro-4-(trifluoromethyl)benzyl)oxy)pyrimidin-2-yl)benzyl)-4-fluoro-1-(oxetan-2-ylmethyl)-1H-benzo[d]imidazole-6-carboxylic acid FC1=C(CC2=NC3=C(N2C[C@H]2OCC2)C=C(C=C3F)C(=O)O)C=C(C(=C1)C1=NC=C(C(=N1)OCC1=C(C=C(C=C1)C(F)(F)F)F)F)F